6-(5H-Imidazo[4,3-a]isoindol-5-yl)-5,6,7,8-tetrahydroisochinolin-5-ol C=1N=CN2C1C1=CC=CC=C1C2C2C(C=1C=CN=CC1CC2)O